N[C@@H](CS)C(=O)O L-cysteinic acid